C(C)(=O)NC[C@H]1CN(C(O1)=O)C1=CC(=C(C=C1)C1=CC(=C(C=C1)C=NNC(=O)N)F)F (S)-2-({4'-[5-(acetylaminomethyl)-2-oxo-1,3-oxazolidin-3-yl]-2',3-difluoro-1,1'-biphenyl-4-yl}methylene)hydrazine-1-carboxamide